CN[C@H]1C[C@H](N(CC1)C(=O)N1CC2(CCCC2)[C@@H](CC1)CN1C=NC(=CC1=O)C1=C(C=CC=C1)C)C1=CC=CC=C1 3-(((R)-7-((2S,4R)-4-(methylamino)-2-phenylpiperidine-1-carbonyl)-7-azaspiro[4.5]dec-10-yl)methyl)-6-(o-tolyl)pyrimidin-4(3H)-one